(1s,3s,5s)-5-methyl-2-azabicyclo[3.1.0]Hexane-3-carboxylic acid ethyl ester C(C)OC(=O)[C@H]1N[C@H]2C[C@]2(C1)C